4,4'-methylene-bis[2-isopropyl-6-methylaniline] C(C1=CC(=C(N)C(=C1)C)C(C)C)C1=CC(=C(N)C(=C1)C)C(C)C